NC1=NC(OC2=C1C=CC(=C2)CNC(=O)[C@H]2N(C[C@@H](C2)OC(F)F)C(CNC(=O)C=2C=CC=1SC3=CC=CC=C3OC1C2)=O)=O (2S,4R)-N-((4-amino-2-oxo-2H-benzo[e][1,3]oxazin-7-yl)methyl)-4-(difluoromethoxy)-1-((phenoxathiine-3-carbonyl)glycyl)pyrrolidine-2-carboxamide